ClC1=C(N(C=N1)COC)CO [5-Chloro-3-(methoxymethyl)imidazol-4-yl]methanol